C1(CCCC1)CCOC1=CC=C2C=C(C(=C(C2=C1)F)N1CC(NS1(=O)=O)=O)O 5-[7-(2-cyclopentylethoxy)-1-fluoro-3-hydroxynaphthalen-2-yl]-1λ6,2,5-thiadiazolidine-1,1,3-trione